2-(2-nitro-4-methylsulfonyl-benzoyl)cyclohexan-1,3-dione [N+](=O)([O-])C1=C(C(=O)C2C(CCCC2=O)=O)C=CC(=C1)S(=O)(=O)C